2,2'-dimethyl-3,4'-diaminobiphenyl titanium-Titanium [Ti].[Ti].CC1=C(C=CC=C1N)C1=C(C=C(C=C1)N)C